ClC[Si](OC)(OC)C 1-Chloro-methyl-Methyldimethoxysilan